NC=1C(=NC(=C(N1)F)C1=CC(=C(C=C1)OC1CCOCC1)CN1CCC1)C=1C=C2CCNC(C2=CC1)=O 6-(3-amino-6-(3-(azetidin-1-ylmethyl)-4-((tetrahydro-2H-pyran-4-yl)oxy)phenyl)-5-fluoropyrazin-2-yl)-3,4-dihydroisoquinolin-1(2H)-one